5-chloro-3-fluoro-2-[4-[[(1r,3s)-3-hydroxycyclohexyl]amino]pyrido[3,4-d]pyridazin-1-yl]phenol ClC=1C=C(C(=C(C1)O)C1=C2C(=C(N=N1)N[C@H]1C[C@H](CCC1)O)C=NC=C2)F